3-fluoro-5-nitro-N-(2,2,2-trifluoroethyl)pyridin-2-amine FC=1C(=NC=C(C1)[N+](=O)[O-])NCC(F)(F)F